4-(4-(5-fluoro-1H-indol-3-yl)furan-2-yl)-4-oxobutanoic acid FC=1C=C2C(=CNC2=CC1)C=1C=C(OC1)C(CCC(=O)O)=O